6-amino-1-[(1S)-1-[5-(1,3-dioxolan-2-yl)-2-fluorophenyl]ethyl]quinoxalin-2-one NC=1C=C2N=CC(N(C2=CC1)[C@@H](C)C1=C(C=CC(=C1)C1OCCO1)F)=O